ClC1=C(C=CC(=C1)Cl)C=1CCCC2=C(C1C1=CC=C(C=C1)C=C1CN(C1)CCCF)C=CC=C2 8-(2,4-Dichlorophenyl)-9-(4-((1-(3-fluoropropyl)azetidin-3-yliden)methyl)phenyl)-6,7-dihydro-5H-benzo[7]annulen